Ethyl 4-(3-(4-(((tert-butoxycarbonyl)(2-(1-phenyl-1H-pyrazol-4-yl)cyclopropyl)amino)methyl)piperidin-1-yl)propyl)benzoate C(C)(C)(C)OC(=O)N(C1C(C1)C=1C=NN(C1)C1=CC=CC=C1)CC1CCN(CC1)CCCC1=CC=C(C(=O)OCC)C=C1